NC1=NC2=CC=C(C=C2C=C1C#N)C(=O)N(N(C1=NC=CC=N1)C)CC1=NC=C(C=C1)C(F)(F)F 2-amino-3-cyano-N'-methyl-N'-(pyrimidin-2-yl)-N-((5-(trifluoromethyl)pyridin-2-yl)methyl)quinoline-6-carbohydrazide